C1CC12CCN(CC2)C2=C(C=1CCCC1C(=C2)Br)C(=O)NC2=NC(=CC(=C2)C)N2CCC(CC2)(F)F 5-{6-azaspiro[2.5]oct-6-yl}-7-bromo-N-[6-(4,4-difluoropiperidin-1-yl)-4-methylpyridin-2-yl]-2,3-dihydro-1H-indene-4-carboxamide